2-bromo-4-(tert-butyl)-1-iodobenzene BrC1=C(C=CC(=C1)C(C)(C)C)I